bis(4-aminophenyl)-cyclobutane NC1=CC=C(C=C1)C1(CCC1)C1=CC=C(C=C1)N